tert-butyl 3-(1-methyl-7-methylsulfanyl 2-oxo-4H-pyrimido[4,5-d]pyrimidin-3-yl)pyrrolidine-1-carboxylate CN1C(N(CC=2C1=NC(=NC2)SC)C2CN(CC2)C(=O)OC(C)(C)C)=O